[1-[6-(2,4-dimethoxypyrimidin-5-yl) furo[2,3-d]pyrimidin-4-yl]-4,4-difluoro-pyrrolidin-3-yl] N-isopropylcarbamate C(C)(C)NC(OC1CN(CC1(F)F)C=1C2=C(N=CN1)OC(=C2)C=2C(=NC(=NC2)OC)OC)=O